ClN1N=NC=C1 3-chloro-1,2,3-triazole